C(C)C=1C(NC=2C(=CC=C(C2N1)C=O)F)=O 3-ethyl-8-fluoro-2-oxo-1H-quinoxaline-5-carbaldehyde